7-(7-(8-chloro-7-fluoro-3-hydroxynaphthalen-1-yl)-2-((1-((dimethylamino)methyl)cyclopropyl)methoxy)-8-fluoropyrido[4,3-d]pyrimidin-4-yl)-2-thia-1,3,7-triazaspiro[4.5]decane 2,2-dioxide ClC=1C(=CC=C2C=C(C=C(C12)C1=C(C=2N=C(N=C(C2C=N1)N1CC2(CNS(N2)(=O)=O)CCC1)OCC1(CC1)CN(C)C)F)O)F